1-butyl-2-ethylpyridinium cyanide [C-]#N.C(CCC)[N+]1=C(C=CC=C1)CC